COC1=CC=C(C=C1)CN(C=1C2=C(N=CN1)N(C=C2)[C@@H]2C[C@@H]([C@@H]1[C@H]2OC(O1)(C)C)C=O)C (3aR,4S,6R,6aS)-6-(4-{[(4-methoxyphenyl)methyl](methyl)amino}pyrrolo[2,3-d]pyrimidin-7-yl)-2,2-dimethyl-tetrahydro-3aH-cyclopenta[d][1,3]dioxole-4-carbaldehyde